CC(C(=O)OC1CCC(CC1)N1N=C2C=C(C(=CC2=C1)Br)OC)C(=O)C=1SC=C(C1)C1=CNC2=CC=CC(=C12)F (1s,4s)-4-(5-bromo-6-methoxy-2H-indazol-2-yl)cyclohexanol methyl-3-(4-(4-fluoro-1H-indol-3-yl)thiophen-2-yl)-3-oxopropanoate